((S)-1-(((S)-1-amino-1-oxo-3-((R)-2-oxo-8-oxo-1-azaspiro[4.5]dec-3-yl)propan-2-yl)amino)-3-cyclohexyl-1-oxopropan-2-yl)-4-methoxy-1H-indole-2-carboxamide NC([C@H](C[C@H]1C(NC2(C1)CCC(CC2)=O)=O)NC([C@H](CC2CCCCC2)N2C(=CC1=C(C=CC=C21)OC)C(=O)N)=O)=O